BrC=1C(=NOC1C1CC1)C1=NN(C2=C1C(=NC=C2)N)C(C)C 3-(4-bromo-5-cyclopropylisoxazol-3-yl)-1-isopropyl-1H-pyrazolo[4,3-c]Pyridin-4-amine